2,4,5,6,7-pentacyano-benzimidazolium Lithium [Li+].C(#N)C=1NC2=C([NH+]1)C(=C(C(=C2C#N)C#N)C#N)C#N